tri-thiobis(2,6-di-tert-butylphenol) C(C)(C)(C)C1=C(C(=CC=C1SSSC=1C(=C(C(=CC1)C(C)(C)C)O)C(C)(C)C)C(C)(C)C)O